N-(1-((1r,2r)-2-fluorocyclopropyl)-2-oxo-1,2-dihydropyridin-3-yl)-6-isopropoxy-2-((1r,4r)-1-methyl-2-oxabicyclo[2.2.1]hept-4-yl)-2H-indazole-5-carboxamide F[C@H]1[C@@H](C1)N1C(C(=CC=C1)NC(=O)C1=CC2=CN(N=C2C=C1OC(C)C)[C@]12CO[C@](CC1)(C2)C)=O